COC(C(=O)C(=CC1=CC=CC=C1)OC)=CC1=CC=CC=C1 dimethoxy-dibenzylideneacetone